CS(=O)(=O)C1=NC=C(C=N1)C#CCCCCN[C@@H](CCCCNC(C1=CC=CC=C1)(C1=CC=CC=C1)C1=CC=CC=C1)C(=O)O N2-(6-(2-(methylsulfonyl)pyrimidin-5-yl)hex-5-ynyl)-N6-trityl-L-lysine